(aminomethyl)-5-fluoro-2-iodoaniline NCNC1=C(C=CC(=C1)F)I